F[C@@H]1C[C@H](N(C1)C)COC=1N=C(C2=C(N1)N=C(C=C2)C2=CN=CC=1CCCCC21)C2(N(CCNC2)C(C(=C)F)=O)CC#N 2-(((((2S,4R)-4-fluoro-1-methylpyrrolidin-2-yl)methoxy)-7-(5,6,7,8-tetrahydroisoquinolin-4-yl)pyridino[2,3-d]pyrimidin-4-yl)-1-(2-fluoroacryloyl)piperazin-2-yl)acetonitrile